1,4-dibromo-2-iodobenzene BrC1=C(C=C(C=C1)Br)I